3,3',5,5'-tetramethylbiphenyl-2,2'-diol CC1=C(C(=CC(=C1)C)C=1C(=C(C=C(C1)C)C)O)O